FC1=CC=C(C=C1)[C@@H]1N(CCC2=CC=CC=C12)C(=O)[C@H]1C[C@@H](CO1)NC(OC(C)(C)C)=O tert-butyl ((3S,5R)-5-((S)-1-(4-fluorophenyl)-1,2,3,4-tetrahydroisoquinoline-2-carbonyl)tetrahydrofuran-3-yl)carbamate